N'-{5-(Difluoromethyl)-2-methyl-4-[3-(trimethyl-silyl)propoxy]phenyl}-N-ethyl-N-methylimidoformamid FC(C=1C(=CC(=C(C1)N=CN(C)CC)C)OCCC[Si](C)(C)C)F